C(CC(O)(C(=O)[O-])CC(=O)[O-])(=O)[O-].[Zn+2].[Cu+2] copper-zinc citrate